3-acetoxy-4-iodobenzoic acid methyl ester COC(C1=CC(=C(C=C1)I)OC(C)=O)=O